2,4-dimethyl-1,2,4-triazolidine-3,5-dione CN1NC(N(C1=O)C)=O